bis(2-formyl-8-hydroxyquinoline) copper (II) [Cu+2].C(=O)C1=NC2=C(C=CC=C2C=C1)O.C(=O)C1=NC2=C(C=CC=C2C=C1)O